methyltris(3,4-epoxycyclohexylethyldimethylsiloxy)silane C[Si](O[Si](CCC1CC2C(CC1)O2)(C)C)(O[Si](CCC2CC1C(CC2)O1)(C)C)O[Si](C)(C)CCC1CC2C(CC1)O2